CN(C1=CC=C(C=C1)C=CC(=O)C=1SC2=C(C1O)C=CC=C2)C 3-(4-(dimethylamino)phenyl)-1-(3-hydroxybenzothiophene-2-yl)prop-2-en-1-one